2-(1,3-di-tert-butyl-2-oxoimidazolidin-4-yl)-3-phenyl-N-(quinolin-8-yl)propionamide C(C)(C)(C)N1C(N(C(C1)C(C(=O)NC=1C=CC=C2C=CC=NC12)CC1=CC=CC=C1)C(C)(C)C)=O